hydroxide nickel-cobalt [Co+2].[Ni+2].[OH-].[OH-].[OH-].[OH-]